6-chloro-5-hydroxy-3-carbonyl-caproic acid tert-butyl ester C(C)(C)(C)OC(CC(CC(CCl)O)=C=O)=O